CN1N=CC=C1C1=NN=C(O1)C=O (5-(1-methyl-1H-pyrazol-5-yl)-1,3,4-oxadiazol-2-yl)methanone